FC=1[CH-]C=CC1C1=CC(=CC2=C1C=CN2)F.[CH-]2C=CC=C2.[Fe+2] 2,6-difluoro-3-pyrrolophenyl-ferrocene